COC(=O)C1=C(C=CC=C1)[N+]1=COC2=C1C=CC=C2 N-(o-methoxycarbonylphenyl)benzoxazolium